NCC(C1=C(C=CC=C1)Cl)NC(OC(C)(C)C)=O tert-butyl (2-amino-1-(2-chlorophenyl)ethyl)carbamate